C(C)(C)(C)OC(NC(COC=1C(=C2CC(CC2=CC1)C=O)C#N)C)=O N-[1-[(4-cyano-2-formyl-2,3-dihydro-1H-inden-5-yl)oxy]propan-2-yl]carbamic acid tert-butyl ester